FC(C1CC(C1)CNC(N)=O)(F)F 3-[[3-(1r,3r)-(trifluoromethyl)cyclobutyl]methyl]urea